Monokalium tartrat C(=O)([O-])C(O)C(O)C(=O)O.[K+]